The molecule is an oxo carboxylic acid anion that is the conjugate base of 5-(2'-carboxyethyl)-4,6-dihydroxypicolinic acid. It is a conjugate base of a 5-(2'-carboxyethyl)-4,6-dihydroxypicolinic acid. C1=C(NC(=O)C(=C1[O-])CCC(=O)O)C(=O)O